N1C=C(C2=CC=CC=C12)CC[C@@H]1N(CCC2=CC(=C(C=C12)OC1CCCC1)OC)C=O (S)-1-(2-(1H-indol-3-yl)ethyl)-7-(cyclopentyl-oxy)-6-methoxy-3,4-dihydroisoquinoline-2(1H)-formaldehyde